4-(((4-(2,4-dioxotetrahydropyrimidin-1(2H)-yl)benzyl)amino)methyl)-N-(4-methyl-3-((4-(pyridin-3-yl)pyrimidin-2-yl)amino)phenyl)benzamide O=C1N(CCC(N1)=O)C1=CC=C(CNCC2=CC=C(C(=O)NC3=CC(=C(C=C3)C)NC3=NC=CC(=N3)C=3C=NC=CC3)C=C2)C=C1